(R)-6-((1-methyl-1H-pyrazol-4-yl)methyl)-4-(3-methylmorpholinyl)-2-(1H-pyrazol-3-yl)-8,9-dihydro-1,3,6,9a-tetraazabenzo[cd]azulene-7(6H)-one CN1N=CC(=C1)CN1C=2C3=C(C(=NN3CCC1=O)C1=NNC=C1)N=C(C2)N2[C@@H](COCC2)C